N[C@H]1CN(C[C@H]1C)C=1C=CC=C2N=CC=NC12 8-[(3R,4R)-3-amino-4-methylpyrrolidin-1-yl]quinoxaline